NC1=NC=CC(=N1)C1=C(N=C(S1)C1NCC(OC1)(C)C)C=1C(=C(C=CC1)NS(=O)(=O)C1=C(C=CC(=C1)F)F)F N-{3-[5-(2-aminopyrimidin-4-yl)-2-(6,6-dimethylmorpholin-3-yl)thiazol-4-yl]-2-fluorophenyl}-2,5-difluorobenzenesulfonamide